tert-butyl 3-((((benzyloxy)carbonyl)amino)methyl)-3-(2-(tert-butoxy)-2-oxoethoxy)azetidine-1-carboxylate C(C1=CC=CC=C1)OC(=O)NCC1(CN(C1)C(=O)OC(C)(C)C)OCC(=O)OC(C)(C)C